C(=O)(OCC1C2=CC=CC=C2C2=CC=CC=C12)N[C@@H](CC1=CNC2=CC=CC=C12)C(=O)O N-Fmoc-tryptophan